(R)-4-((1-(3-(difluoromethyl)-2-fluorophenyl)ethyl)amino)-6-(1-(fluoromethyl)cyclopropyl)-2-methyl-8-(4-methylpiperazin-1-yl)pyrido[4,3-d]pyrimidine-7(6H)-one FC(C=1C(=C(C=CC1)[C@@H](C)NC=1C=2C(N=C(N1)C)=C(C(N(C2)C2(CC2)CF)=O)N2CCN(CC2)C)F)F